C1(=CC=C(C=C1)N(C1=CC=C(C=C1)C1=CC=C(C=C1)C1=CC=CC=C1)C1=CC=C(C=C1)C1=CCC(C=C1)(C1=CC=CC=C1)C1=CC=CC2=CC=CC=C12)C1=CC=CC=C1 biphenyl-4-yl-{1'-(naphthalene-1-yl)-[1,1':4',1'']terphenyl-4''-yl}-([1,1':4',1'']terphenyl-4''-yl)-amine